(4E)-11,11-dioctyloxy-4-undecenyl-trimethylphenylphosphonium bromide [Br-].C(CCCCCCC)OC(CCCCCCCCC=CC1=CC=C(C=C1)[P+](C)(C)C)OCCCCCCCC